3-[[2-[4-[4-ethoxy-6-[(4-methoxyphenyl)methoxy]-3-pyridyl]-2-fluoro-phenyl]acetyl]amino]-N-[2-(1-piperidyl)ethyl]-5-(trifluoromethyl)benzamide C(C)OC1=C(C=NC(=C1)OCC1=CC=C(C=C1)OC)C1=CC(=C(C=C1)CC(=O)NC=1C=C(C(=O)NCCN2CCCCC2)C=C(C1)C(F)(F)F)F